cis-oleoyl-sn-glycero-3-phosphate C(CCCCCCC\C=C/CCCCCCCC)(=O)OP(OC[C@@H](CO)O)(=O)O